N-(4-(2-hydroxy-prop-2-yl)phenyl)-4-(1H-imidazol-1-yl)pyrimidine-2-carboxamide OC(C)(C)C1=CC=C(C=C1)NC(=O)C1=NC=CC(=N1)N1C=NC=C1